1,2-dimethyl-3H-benzo[d]cyclopenta[b]thiophene CC1=C(CC=2SC3=C(C21)C=CC=C3)C